6-(3-(2-hydroxybutyl)ureido)-2-methyl-3-phenylquinoline-4-carboxamide OC(CNC(NC=1C=C2C(=C(C(=NC2=CC1)C)C1=CC=CC=C1)C(=O)N)=O)CC